NC1=NC=CC=C1C1=NC=2C(=NC(=CC2)C2=CC=CC=C2)N1C1=CC=C(C=C1)S(=O)(=O)Cl 4-[2-(2-aminopyridin-3-yl)-5-phenylimidazo[4,5-b]pyridin-3-yl]benzenesulfonyl chloride